C(C1=CC=CC=C1)OC1CC(C1)(O)C1=CC(=NC=C1)F 3-(benzyloxy)-1-(2-fluoropyridin-4-yl)cyclobutan-1-ol